(S)-1-cyclopentylethyl 4-nitrobenzoate [N+](=O)([O-])C1=CC=C(C(=O)O[C@@H](C)C2CCCC2)C=C1